(bromomethyl)-2-chloro-4-fluoropyridine BrCC=1C(=NC=CC1F)Cl